FC=1C=C(C=C2C(=CN=C(C12)NC=1C=C(C=2N(C1)C=C(N2)C)F)C)C2CCN(CC2)C(=O)OC(C)(C)C tert-butyl 4-[8-fluoro-1-[(8-fluoro-2-methyl-imidazo[1,2-a]pyridine-6-yl)amino]-4-methyl-6-isoquinolyl]piperidine-1-carboxylate